2-(4-cyclopentylphenyl)-N-hydroxyacetimidamide C1(CCCC1)C1=CC=C(C=C1)CC(NO)=N